C1(CC1)C[C@@H]1N(C(N(C1)CC1=C(N=NN1C)C1=CC=C(C(=N1)CC)N1C[C@H](CC(C1)(F)F)CC(=O)O)=O)C 2-[(3S)-1-[6-(5-{[(4S)-4-(cyclopropylmethyl)-3-methyl-2-oxoimidazolidin-1-yl]methyl}-1-methyl-1H-1,2,3-triazol-4-yl)-2-ethylpyridin-3-yl]-5,5-difluoropiperidin-3-yl]acetic acid